(2S)-2-(1-chlorocyclopropyl)-4-[(1R)-2,2-dichloro-cyclopropyl]-1-(1H-1,2,4-triazol-1-yl)butan-2-ol ClC1(CC1)[C@@](CN1N=CN=C1)(CC[C@H]1C(C1)(Cl)Cl)O